N(=[N+]=[N-])CCOCCOCCOCCOC[C@@H](C(N[C@H](CC(=O)O)C1=CC=C(C=C1)C1=CC=CC2=CC=CC=C12)=O)NC(CCCNC1=NC=CC(=C1)C)=O (14S,17R)-1-azido-14-(4-((4-methylpyridin-2-yl)amino)butanamido)-17-(4-(naphthalen-1-yl)phenyl)-15-oxo-3,6,9,12-tetraoxa-16-azanonadecan-19-oic acid